[(2s)-1-[5-(2,8-dimethylimidazo[1,2-a]pyridin-6-yl)-6-isopropyl-2-pyridyl]piperazin-2-yl]methanol CC=1N=C2N(C=C(C=C2C)C=2C=CC(=NC2C(C)C)N2[C@@H](CNCC2)CO)C1